2-Bocaminobenzoic acid C(=O)(OC(C)(C)C)NC1=C(C(=O)O)C=CC=C1